ClC1=CC(=C(C=C1)C(/C=C(/C=O)\C)(CC=C(C)C)C)C (E)-4-(4-chloro-2-methylphenyl)-2,4,7-trimethyloct-2,6-dienal